5-[2-(ethylthio)propyl]-3-hydroxy-2-cyclohexene C(C)SC(CC1CC(=CCC1)O)C